C(#C)[C@]1([C@]2(CC)[C@@H](CC1)[C@@H]1CCC3=CC(CC[C@@H]3[C@H]1CC2)=O)O (-)-17alpha-ethynyl-17beta-hydroxy-18-methylestra-4-en-3-one